N1-methyl-N1-(6-(1-methyl-1H-pyrazol-4-yl)pyrazolo[1,5-a]pyridin-3-yl)ethane-1,2-diamine CN(CCN)C=1C=NN2C1C=CC(=C2)C=2C=NN(C2)C